1-(2-Fluoropropyl)-4-methylpyridin-1-ium bromide [Br-].FC(C[N+]1=CC=C(C=C1)C)C